Cl.Cl.NCC(=O)C=1C=C(C#N)C=CC1OC 3-glycyl-4-methoxybenzonitrile hydrochloride HCl salt